C(C)(C)(C)OC(=O)N1CC(C1)S(=O)(=O)CC1CNC1 3-(azetidin-3-ylmethylsulfonyl)azetidine-1-carboxylic acid tert-butyl ester